ethylmethylbutyl phosphate P(=O)(OC(CCC)(C)CC)([O-])[O-]